[Ir].[Pt].[Ir] iridium platinum-iridium